N-((2-(2,6-dioxopiperidin-3-yl)-1-oxoisoindolin-5-yl)methyl)-2-oxo-2-(2-fluoro-phenyl)acetamide O=C1NC(CCC1N1C(C2=CC=C(C=C2C1)CNC(C(C1=C(C=CC=C1)F)=O)=O)=O)=O